5-(((3-((3-amino-5-(4-amino-4-methylpiperidin-1-yl)pyrazin-2-yl)thio)-2-chlorophenyl)amino)methyl)-2-(2,6-dioxopiperidin-3-yl)isoindoline-1,3-dione NC=1C(=NC=C(N1)N1CCC(CC1)(C)N)SC=1C(=C(C=CC1)NCC=1C=C2C(N(C(C2=CC1)=O)C1C(NC(CC1)=O)=O)=O)Cl